(-)-menthylpyrrolidone formate C(=O)O.C1(CC(C(CC1)C(C)C)N1C(CCC1)=O)C